O[C@@H]1CC[C@@]2([C@H]3CC[C@@]4([C@H](CC[C@H]4[C@@H]3CC[C@@H]2C1)[C@@H](CCC(=O)N[C@H](C(=O)N[C@H](C(=O)O)CC(=O)O)C(C)C)C)C)C (S)-2-((S)-2-((R)-4-((3R,5R,8R,9S,10S,13R,14S,17R)-3-hydroxy-10,13-dimethyl-hexadecahydro-1H-cyclopenta[a]phenanthren-17-yl)pentanamido)-3-methylbutanamido)succinic acid